C(C)OC(=O)C=1N=CC=2CN(CCC2C1)C1=NC(=CC(=C1)N1CC(CC1)O)F 7-(6-fluoro-4-(3-hydroxypyrrolidin-1-yl)pyridin-2-yl)-5,6,7,8-tetrahydro-2,7-naphthyridine-3-carboxylic acid ethyl ester